CN1C2=C(C(=CC1=O)C)CN(C2C)C(=O)OC(C)(C)C tert-Butyl 1,4,7-trimethyl-2-oxo-1,2,5,7-tetrahydro-6H-pyrrolo[3,4-b]pyridine-6-carboxylate